6-(1H-pyrazol-4-yl)pyridin N1N=CC(=C1)C1=CC=CC=N1